N-[4-(4-methoxyphenyl)-2-thiazolyl]-2-[(phenylsulfonyl)amino]-benzamide COC1=CC=C(C=C1)C=1N=C(SC1)NC(C1=C(C=CC=C1)NS(=O)(=O)C1=CC=CC=C1)=O